(1S,3R)-1-(5-(((R)-1-Ethylpyrrolidin-3-yl)oxy)thiophen-2-yl)-2-(2-fluoro-2-methylpropyl)-3-methyl-2,3,4,9-tetrahydro-1H-pyrido[3,4-b]indole C(C)N1C[C@@H](CC1)OC1=CC=C(S1)[C@H]1N([C@@H](CC2=C1NC1=CC=CC=C21)C)CC(C)(C)F